1-(2-hydroxyethyl)-2,4-dimethyl-3-{2-methyl-6-[4-(trifluoromethyl)phenoxy]pyrimidin-4-yl}-1H,4H,5H-pyrrolo[3,2-b]pyridin-5-one OCCN1C(=C(C=2N(C(C=CC21)=O)C)C2=NC(=NC(=C2)OC2=CC=C(C=C2)C(F)(F)F)C)C